NCC=1C(=C(N)C=CC1)C(F)(F)F 3-(aminomethyl)-2-(trifluoromethyl)aniline